(1-(phthalazin-1-yl)piperidin-3-yl)urea C1(=NN=CC2=CC=CC=C12)N1CC(CCC1)NC(=O)N